CC=1C=CC(NC1)CNC(=O)C1CN(CCC1)C(=O)OC(C)(C)C tert-butyl 3-(((5-methyl-1,2-dihydropyridin-2-yl)methyl)carbamoyl)piperidine-1-carboxylate